2'-chlorospiro[cyclopentane-1,7'-furo[3,4-d]pyrimidine]-5'-one ClC=1N=CC2=C(N1)C1(OC2=O)CCCC1